CC1=NC(=NC=C1)[C@@H]1[C@H](C1)C1=NC2=CC=CC=C2C(=C1)N1CCOCC1 2-((1S,2S)-2-(4-methylpyrimidin-2-yl)cyclopropyl)-4-morpholinoquinolin